ClC1=CC=C(CNCC(COC=2C=C3C(=C(N(C3=CC2)C2=CC=C(C=C2)C)C)C(C)=O)O)C=C1 (5-(3-((4-chlorobenzyl)amino)-2-hydroxypropoxy)-2-methyl-1-(p-tolyl)-1h-indol-3-yl)ethanone